rac-4-(2,3-dichloro-6-hydroxyphenyl)-1-(6,7-dihydro-5H-pyrazolo[5,1-b][1,3]oxazin-3-yl)pyrrolidine-2-thione ClC1=C(C(=CC=C1Cl)O)[C@H]1CC(N(C1)C=1C=NN2C1OCCC2)=S |r|